NC(C)(C)C1=CC(=NC(=C1)C1=CC(=C(C=C1)Cl)F)C(CNC(=O)C1=CC(=NN1C)N1N=CC=C1)(C)O N-(2-(4-(2-aminopropan-2-yl)-6-(4-chloro-3-fluorophenyl)pyridin-2-yl)-2-hydroxypropyl)-1'-methyl-1'H-[1,3'-bipyrazole]-5'-carboxamide